tert-butyl 4-{[(6S)-6-[2-acetamido-4-(methoxycarbonyl)phenyl]-2,2-difluoro-7-azaspiro[3.5]nonan-7-yl]methyl}-5-methoxy-7-methylindole-1-carboxylate C(C)(=O)NC1=C(C=CC(=C1)C(=O)OC)[C@@H]1CC2(CC(C2)(F)F)CCN1CC1=C2C=CN(C2=C(C=C1OC)C)C(=O)OC(C)(C)C